heptacosane laurate C(CCCCCCCCCCC)(=O)O.CCCCCCCCCCCCCCCCCCCCCCCCCCC